4-amino-2-chloro-6-cyclobutyl-pyrimidine-5-carbaldehyde NC1=NC(=NC(=C1C=O)C1CCC1)Cl